(E)-1-(4-((3-Methyl-4-((6-methylpyridin-3-yl)oxy)phenyl)amino)-5,6-dihydropyrido[4',3':4,5]thieno[2,3-d]pyrimidin-7(8H)-yl)-4-morpholinobut-2-en-1-one CC=1C=C(C=CC1OC=1C=NC(=CC1)C)NC=1C2=C(N=CN1)SC1=C2CCN(C1)C(\C=C\CN1CCOCC1)=O